N-(1-(cyclopropylsulfonyl)-3-(2-(1,1-difluoroethyl)-6-methylpyrimidin-4-yl)-1H-pyrrolo[2,3-c]pyridin-5-yl)acetamide C1(CC1)S(=O)(=O)N1C=C(C=2C1=CN=C(C2)NC(C)=O)C2=NC(=NC(=C2)C)C(C)(F)F